COC1=CC=C(C=C1)OC2=CC=CC=C2 p-methoxydiphenyl ether